tetrahexyl-phosphonium hydroxide [OH-].C(CCCCC)[P+](CCCCCC)(CCCCCC)CCCCCC